ethyl (2-{3-[(tert-butylsulfinyl)amino]oxetan-3-yl}-5-chlorophenyl)acetate C(C)(C)(C)S(=O)NC1(COC1)C1=C(C=C(C=C1)Cl)CC(=O)OCC